BrC=1C(=CC=2C3=C(C(=NC2C1F)SC)N=CN3[C@@H]3C[C@H](N(CC3)C(=O)OC(C)(C)C)CC#N)Cl tert-butyl (2S,4S)-4-(7-bromo-8-chloro-6-fluoro-4-(methylthio)-1H-imidazo[4,5-c]quinolin-1-yl)-2-(cyanomethyl)-piperidine-1-carboxylate